N-[4-[5-(4-Chlorophenyl)-3-(2-oxo-2-piperazin-1-yl-ethyl)imidazol-4-yl]-2-pyridyl]benzamide ClC1=CC=C(C=C1)C1=C(N(C=N1)CC(N1CCNCC1)=O)C1=CC(=NC=C1)NC(C1=CC=CC=C1)=O